[Na+].P(=O)([O-])([O-])[O-].[Fe+2].[Mn+2] manganese iron phosphate sodium